NC[C@@H](C(=O)NC=1C=CC=C2C(=CNC12)C=1C(=NNC1)F)C1=CC=CC=C1 (2S)-3-amino-N-[3-(3-fluoro-1H-pyrazol-4-yl)-1H-indol-7-yl]-2-phenyl-propionamide